C1(CCCC1)C[C@H](COC1=NC(=NC(=C1)C1=C(C=CC=C1C)C)NS(=O)(=O)C=1C=C(C(=O)O)C=CC1)NCC1=CN=C2C(=N1)N(C(=C2)C(C)C)C 3-[[4-[(2R)-3-Cyclopentyl-2-[(6-isopropyl-5-methyl-pyrrolo[2,3-b]pyrazin-3-yl)methylamino]propoxy]-6-(2,6-dimethylphenyl)pyrimidin-2-yl]sulfamoyl]benzoic acid